C[C@@]12CC[C@@H]3C4C=CC(O)=CC=4CC[C@H]3[C@@H]2CC[C@@H]1O 17β-estradiol